7-{bicyclo[1.1.1]pentan-1-yl}-2-(methylsulfanyl)imidazo[4,3-f][1,2,4]triazine C12(CC(C1)C2)C2=NC=C1C=NC(=NN12)SC